ClC1=C(C=CC(=C1)O)N=C(N)C1=C(C=2N(N=C1)C=C(C2)C=2C=NN(C2)C)NC2C[C@H]1CC[C@@H](C2)N1CCC#N N'-(2-chloro-4-hydroxyphenyl)-4-(((1R,3s,5S)-8-(2-cyanoethyl)-8-azabicyclo[3.2.1]octan-3-yl)amino)-6-(1-methyl-1H-pyrazol-4-yl)pyrrolo[1,2-b]pyridazine-3-carboximidamide